(7R)-4-(3-methyl-2-pyridinyl)-7-(4-methyl-1,3-thiazol-5-yl)-2-(2-(2-propenoyl)-2,6-diazaspiro[3.4]octan-6-yl)-7,8-dihydro-5H-pyrano[4,3-b]pyridine-3-carbonitrile CC=1C(=NC=CC1)C1=C2C(=NC(=C1C#N)N1CC3(CN(C3)C(C=C)=O)CC1)C[C@@H](OC2)C2=C(N=CS2)C